FC1=C(N=C(C2=C1N=C(N=C2N2CC(CCC2)C#N)SC)C)C2=CC(=CC1=CC=C(C(=C21)C#C[Si](C(C)C)(C(C)C)C(C)C)F)OCOC 1-(8-fluoro-7-(7-fluoro-3-(methoxymethoxy)-8-((triisopropylsilyl)ethynyl)naphthalen-1-yl)-5-methyl-2-(methylthio)pyrido[4,3-d]pyrimidin-4-yl)piperidine-3-carbonitrile